tert-butyl (2R)-2-(((amino(4-((7-methoxyquinolin-4-yl)oxy)phenyl)(oxo)-λ6-sulfaneylidene)amino)methyl)pyrrolidine-1-carboxylate NS(=O)(C1=CC=C(C=C1)OC1=CC=NC2=CC(=CC=C12)OC)=NC[C@@H]1N(CCC1)C(=O)OC(C)(C)C